FC1=CC(=C(C)C=C1F)[N+](=O)[O-] 4,5-difluoro-2-nitrotoluene